[N-](S(=O)(=O)C(F)(F)F)S(=O)(=O)C(F)(F)F.C(CC)N1CC=CC=C1 1-propylpyridine bistrifluoromethanesulfonimide salt